N-(2-(3-(trifluoromethyl)phenyl)pyridin-3-yl)benzamide FC(C=1C=C(C=CC1)C1=NC=CC=C1NC(C1=CC=CC=C1)=O)(F)F